2-[1-[(2,4-dichlorophenyl)methyl]-5-oxopyrrolidin-2-yl]-N-ethylacetamid ClC1=C(C=CC(=C1)Cl)CN1C(CCC1=O)CC(=O)NCC